ClC=1C=CC(=C(C1)C1=CC(=C(N=N1)SCCO)NC1=CC(=NC=C1)NC(CN1CC(NC(C1)C)C)=O)F N-(4-{[6-(5-chloro-2-fluoro-phenyl)-3-[(2-hydroxyethyl)-sulfanyl]pyridazin-4-yl]amino}-pyridin-2-yl)-2-(3,5-dimethyl-piperazin-1-yl)acetamide